N1=CN=CC2=CC=CC=C12 (-)-quinazoline